6-bromo-3-methyl-3H-[1,2,3]triazolo[4,5-b]pyridine BrC=1C=C2C(=NC1)N(N=N2)C